CC1=CC=C(C=N1)CC#N 2-(6-Methylpyridin-3-yl)acetonitrile